(3R,4S,5S,6R)-2-(2,3-dihydroxypropoxy)-6-(hydroxymethyl)oxane-3,4,5-triol OC(COC1O[C@@H]([C@H]([C@@H]([C@H]1O)O)O)CO)CO